2-ethyl-N-{8-fluoro-2-methylimidazo[1,2-a]pyridin-6-yl}-4-[(3S)-3-methyl-3-(methylamino)pyrrolidin-1-yl]indazole-7-carboxamide C(C)N1N=C2C(=CC=C(C2=C1)N1C[C@](CC1)(NC)C)C(=O)NC=1C=C(C=2N(C1)C=C(N2)C)F